1,3,4,6,7,12b-Hexahydro-2H-pyrido[3'',4'':4',5']thieno[2',3':3,4]pyrido[1,2-a]pyrazine C1C2N(CCN1)CCC1=C2SC2=C1C=NC=C2